5-Fluoro-2-(3-methyl-6-{1-[(3R)-2-methyl-6-[(1R,4R)-2-oxa-5-azabicyclo[2.2.1]heptane-5-yl]hexane-3-yl]azetidin-3-yl}imidazo[1,5-a]pyridin-8-yl)benzoic acid ethyl ester C(C)OC(C1=C(C=CC(=C1)F)C=1C=2N(C=C(C1)C1CN(C1)[C@@H](C(C)C)CCCN1[C@H]3CO[C@@H](C1)C3)C(=NC2)C)=O